FCCOCCOC[C@H]1CN(CCN1C1=NC=CC=N1)C1=NC=C(C=N1)C#CC=1C=NC(=NC1)C=1C=NN(C1)C (R)-2-(3-((2-(2-fluoroethoxy)ethoxy)methyl)-4-(pyrimidin-2-yl)piperazin-1-yl)-5-((2-(1-methyl-1H-pyrazol-4-yl)pyrimidin-5-yl)ethynyl)pyrimidine